7-oxabicyclo[2.2.1]Heptane-3-carboxylic acid C12CC(C(CC1)O2)C(=O)O